Methyl-(S,E)-(7-(dimethylamino)-1-((1-((4-isobutylbenzo[d]oxazol-2-yl)methyl)-2-oxo-1,2-dihydropyridin-3-yl)amino)-1,7-dioxohept-5-en-2-yl)carbamat COC(N[C@H](C(=O)NC=1C(N(C=CC1)CC=1OC2=C(N1)C(=CC=C2)CC(C)C)=O)CC\C=C\C(=O)N(C)C)=O